6-bromo-2-((2-chloro-5-fluorophenyl)methyl)-N,3-dimethylaniline BrC1=CC=C(C(=C1NC)CC1=C(C=CC(=C1)F)Cl)C